ClC=1C=CC(=NC1)NC=1SC=C(N1)C1=C(N=C(S1)O)C 5-[2-[(5-chloro-2-pyridyl)amino]thiazol-4-yl]-4-methyl-thiazol-2-ol